CN(CC(=O)N(C)C1CCC2=CC=C(C=C12)NS(=O)(=O)C1=CC=C(C2=CC=CC=C12)NC(C1=C(C=CC=C1)C)=O)C N-(4-(N-(3-(2-(dimethylamino)-N-methylacetamido)-2,3-dihydro-1H-inden-5-yl)sulfamoyl)naphthalen-1-yl)-2-methylbenzamide